C(C1=CC=CC=C1)OC1=NC(=CC=C1NC1=CC(=C(C(=C1)F)N1CCC(CC1)(O)CC(=O)OC(C)(C)C)F)OCC1=CC=CC=C1 tert-Butyl 2-(1-(4-((2,6-bis(benzyloxy)pyridin-3-yl)amino)-2,6-difluorophenyl)-4-hydroxypiperidin-4-yl)acetate